COC1=C(C=CC(=C1)C=CCOC)O 2-methoxy-4-(3-methoxy-1-propenyl)phenol